ClC1=C(C=C(C=2C3=C(NC12)CCN(C3C)C(=O)C3=NC=C(C=N3)OC)CC#N)Cl 2-(6,7-dichloro-2-(5-methoxypyrimidine-2-carbonyl)-1-methyl-2,3,4,5-tetrahydro-1H-pyrido[4,3-b]indol-9-yl)acetonitrile